2-(2-chloro-4-fluoro-phenoxy)-N-[3-(methylsulfonylimino)phenyl]-5-(trifluoromethyl)pyridine-3-carboxamide ClC1=C(OC2=NC=C(C=C2C(=O)NC=2CC(C=CC2)=NS(=O)(=O)C)C(F)(F)F)C=CC(=C1)F